(1R,2S)-5'-methoxy-2-{3-[(2-methyl-6,7-dihydrofuro[3,2-d]pyrimidin-4-yl)amino]-1H-indazol-6-yl}spiro[cyclopropane-1,3'-indol]-2'(1'H)-one COC=1C=C2[C@]3(C(NC2=CC1)=O)[C@@H](C3)C3=CC=C1C(=NNC1=C3)NC=3C1=C(N=C(N3)C)CCO1